ONC(C(C)(C)C)=N N-hydroxy-2,2-dimethylpropanimidamide